Ethyl (Z)-3-((3,3-dibutyl-7-ethyl-1,1-dioxido-5-phenyl-2,3,4,5-tetrahydro-1,5-benzothiazepin-8-yl)oxy)acrylate C(CCC)C1(CS(C2=C(N(C1)C1=CC=CC=C1)C=C(C(=C2)O\C=C/C(=O)OCC)CC)(=O)=O)CCCC